ClC=1C(=NC=C(C1)NC(=O)C1=C(C(=NS1)C=1C=2N(C=CC1)N=CC2)C2CC2)C(=O)OCC ethyl 3-chloro-5-(4-cyclopropyl-3-{pyrazolo[1,5-a]pyridin-4-yl}-1,2-thiazole-5-amido)pyridine-2-carboxylate